diphenyl-(2-(phenylthio)phenyl)phosphine oxide C1(=CC=CC=C1)P(C1=C(C=CC=C1)SC1=CC=CC=C1)(C1=CC=CC=C1)=O